NC=1SC2=C(N1)C(=CC(=C2)OC)C(CC(F)(F)F)O 1-(2-amino-6-methoxybenzo[d]thiazol-4-yl)-3,3,3-trifluoropropan-1-ol